COC1=C(C(=CC=C1)OC)P(NC(C1=CC(=CC(=C1)C(F)(F)F)C(F)(F)F)=O)C1=C(C=CC=C1OC)OC (Z)-N-(bis(2,6-dimethoxyphenyl)phosphino)-3,5-bis(trifluoromethyl)benzamide